7-[1-[[2-(4-Aminocyclohexyl)acetyl]amino]ethyl]-3-[3-fluoro-4-(methylsulfonylmethyl)phenyl]-1H-indole-2-carboxylic acid NC1CCC(CC1)CC(=O)NC(C)C=1C=CC=C2C(=C(NC12)C(=O)O)C1=CC(=C(C=C1)CS(=O)(=O)C)F